3-fluoro-pyrazolo[1,5-a]pyridin FC=1C=NN2C1C=CC=C2